[O-]S(=O)(=O)C(F)(F)F.COC1=C(C=CC(=C1)OC=1C=NN(C1)C)[N+]#N 2-methoxy-4-((1-methyl-1H-pyrazol-4-yl)oxy)benzenediazonium triflate